BrC=1C(=C(C(=O)OC)C(=CC1)Cl)F methyl 3-bromo-6-chloro-2-fluorobenzoate